N1(CCNCC1)C1=NC=CC2=CC=CC=C12 1-(piperazin-1-yl)isoquinoline